4-(4-(3-(8-fluoro-5-methyl-1-oxo-1,2-dihydroisoquinolin-3-yl)propanoyl)piperazin-1-yl)benzonitrile FC=1C=CC(=C2C=C(NC(C12)=O)CCC(=O)N1CCN(CC1)C1=CC=C(C#N)C=C1)C